FC1=CC=C(OC2=CC=C(C=N2)CC2=NOC(=C2)C=2C(=NC=CC2)N)C=C1 3-(3-((6-(4-fluorophenoxy)pyridin-3-yl)methyl)isoxazol-5-yl)pyridin-2-amine